FC1=C(C(=CC=C1)[N+](=O)[O-])C(CO)CO 2-(2-fluoro-6-nitrophenyl)-1,3-propanediol